tert-butyl (3R)-3-[4-(5-ethynyl-2-fluoro-anilino)quinazolin-6-yl]pyrrolidine-1-carboxylate C(#C)C=1C=CC(=C(NC2=NC=NC3=CC=C(C=C23)[C@@H]2CN(CC2)C(=O)OC(C)(C)C)C1)F